FC=1C(=C(C=C(C1)C(F)(F)F)[C@H](C(=O)O)N1C[C@@H](CC1)N(CCCCCC1=NC=2NCCCC2C=C1)C)OC (R)-2-(3-fluoro-2-methoxy-5-(trifluoromethyl)phenyl)-2-((R)-3-(methyl(5-(5,6,7,8-tetrahydro-1,8-naphthyridin-2-yl)pentyl)amino)pyrrolidin-1-yl)acetic acid